N1C=C(C2=CC=CC=C12)C1C(N(CC1)C)=O 3-(1H-indol-3-yl)-1-methylpyrrolidin-2-one